3-((4-(8-Chloro-7-((2-methyl-1-((2-(trimethylsilyl)ethoxy)methyl)-1H-benzo[d]imidazol-6-yl)oxy)quinoxalin-2-yl)-1H-pyrazol-1-yl)methyl)cyclobutan-1-one ClC=1C(=CC=C2N=CC(=NC12)C=1C=NN(C1)CC1CC(C1)=O)OC=1C=CC2=C(N(C(=N2)C)COCC[Si](C)(C)C)C1